BrC1=CC=C(C=C1)C=1C(=NC2(N1)CCNCC2)/C=C/C(=O)NC=2C=NC1=CC=CC=C1C2 (E)-3-(3-(4-bromophenyl)-1,4,8-triazaspiro[4.5]dec-1,3-dien-2-yl)-N-(quinolin-3-yl)acrylamide